N8-(6-chloropyridazin-3-yl)-N6-(2-ethylbutyl)-3-isopropyl-[1,2,4]triazolo[4,3-b]pyridazine-6,8-diamine ClC1=CC=C(N=N1)NC=1C=2N(N=C(C1)NCC(CC)CC)C(=NN2)C(C)C